N-(1-cyanocyclohexyl)-6-(5-(3,5-dichloro-4-fluorophenyl)-5-(trifluoromethyl)-4,5-dihydroisoxazol-3-yl)-6,7-dihydro-5H-pyrrolo[3,4-d]pyrimidine-2-carboxamide C(#N)C1(CCCCC1)NC(=O)C=1N=CC2=C(N1)CN(C2)C2=NOC(C2)(C(F)(F)F)C2=CC(=C(C(=C2)Cl)F)Cl